(2S)-4-tert-butoxy-2-({[(9H-fluoren-9-yl)methoxy]carbonyl}amino)-4-oxobutanoic acid C(C)(C)(C)OC(C[C@@H](C(=O)O)NC(=O)OCC1C2=CC=CC=C2C=2C=CC=CC12)=O